2-(6-(4-chlorobenzyl)-9-isopropyl-7,10-dioxo-2,6,9-triazaspiro[4.5]decan-2-yl)isonicotinamide ClC1=CC=C(CN2C3(CCN(C3)C=3C=C(C(=O)N)C=CN3)C(N(CC2=O)C(C)C)=O)C=C1